(S)-2-((4-(6-((1-(2,2-difluoroethyl)-1H-indazol-6-yl)methoxy)pyridin-2-yl)piperidine-1-yl)methyl)-1-(oxetan-2-ylmethyl)-1H-benzo[d]imidazole-6-carboxylate FC(CN1N=CC2=CC=C(C=C12)COC1=CC=CC(=N1)C1CCN(CC1)CC1=NC2=C(N1C[C@H]1OCC1)C=C(C=C2)C(=O)[O-])F